NC1CCN(CC1)C(C(F)(F)C=1C=C(C(=O)NC2=CC(=C(C=C2)F)C)C=CC1F)=O 3-(2-(4-aminopiperidin-1-yl)-1,1-difluoro-2-oxoethyl)-4-fluoro-N-(4-fluoro-3-methylphenyl)benzamide